C(C)(C)(C)NS(=O)(=O)C=1C=C(C=CC1C1=CN=C(S1)C1=CC=C(C=C1)NC(=O)OC(C)C)NC(=O)OC[C@H]1N(CCC1)C(=O)OC(C)(C)C tert-butyl (2S)-2-[[3-(tert-butylsulfamoyl)-4-[2-[4-(isopropoxycarbonylamino)phenyl]thiazol-5-yl]phenyl]carbamoyloxymethyl]pyrrolidine-1-carboxylate